8-chloro-N-(1-cyanocyclopropyl)-3-[5-(difluoromethyl)-1,3,4-thiadiazol-2-yl]imidazo[1,2-a]pyridine-6-sulfonamide ClC=1C=2N(C=C(C1)S(=O)(=O)NC1(CC1)C#N)C(=CN2)C=2SC(=NN2)C(F)F